ClC=1C(=C2C=NNC2=C(C1F)N[C@@H]1C[C@H](CC1)O)C=1N=CC=2N(C1)C=C(N2)NC(=O)C2C(C2)F N-(6-(5-chloro-6-fluoro-7-(((1S,3S)-3-hydroxycyclopentyl)amino)-1H-indazol-4-yl)imidazo[1,2-a]pyrazin-2-yl)-2-fluorocyclopropane-1-carboxamide